(Z)-5-fluoro-4-methyl-2-(2-(4-(trimethylsilyl)but-3-yn-2-ylidene)hydrazineyl)pyrimidine FC=1C(=NC(=NC1)N\N=C(\C)/C#C[Si](C)(C)C)C